sodium hydrogendicarbonate C(=O)(O)OC(=O)[O-].[Na+]